CC=1C(=NC=CC1)[C@@H]1N([C@@H](CCC1)C1=NC=CC=C1C)CCNC1CN(C1)C(=O)OC(C)(C)C tert-butyl 3-(2-((2R,6S)-2,6-bis(3-methylpyridin-2-yl) piperidin-1-yl)ethylamino)azetidine-1-carboxylate